C(N)(=O)C=1C=C(C=CC1)C1=CC=2C(=NC=CC2S1)N(C(C1=C(C=C(C=C1)C=1N=NN(C1)C)F)=O)[C@H]1CNCCC1 N-[2-(3-carbamoylphenyl)thieno[3,2-c]pyridin-4-yl]-2-fluoro-4-(1-methyltriazol-4-yl)-N-[(3R)-3-piperidyl]benzamide